6-acetyl-2-((5-(4-(4-(chloromethyl)benzyl)piperidin-1-yl)pyridin-2-yl)amino)-8-cyclopentyl-5-methylpyrido[2,3-d]pyrimidin-7(8H)-one C(C)(=O)C1=C(C2=C(N=C(N=C2)NC2=NC=C(C=C2)N2CCC(CC2)CC2=CC=C(C=C2)CCl)N(C1=O)C1CCCC1)C